C(C)(C)(C)OC(=O)N1CCOC(CC1)CO 7-(Hydroxymethyl)-1,4-oxaazepane-4-carboxylic acid tert-butyl ester